6-((Benzo[d]oxazol-2-ylmethyl)thio)-1-(4,4-difluorocyclohexyl)-1,5-dihydro-4H-pyrazolo[3,4-d]pyrimidin-4-on O1C(=NC2=C1C=CC=C2)CSC=2NC(C1=C(N2)N(N=C1)C1CCC(CC1)(F)F)=O